N-((1R)-3-Cyano-3-azabicyclo[3.2.0]heptan-1-yl)-5-(4-((4-fluorophenyl)amino)pyridin-3-yl)-1H-pyrazol-3-carboxamid C(#N)N1C[C@]2(CCC2C1)NC(=O)C1=NNC(=C1)C=1C=NC=CC1NC1=CC=C(C=C1)F